BrC1=CC=C2C(N(C(N(C2=C1)C)=O)CC1=NC=C(C=C1)C=1OC(=NN1)C(F)F)=O 7-Bromo-3-((5-(5-(difluoromethyl)-1,3,4-oxadiazol-2-yl)pyridin-2-yl)methyl)-1-methylquinazolin-2,4(1H,3H)-dione